N-[(2R,3S)-1-(1-(4-fluorophenyl)-1H-indazol-5-yl)-5-oxo-2-phenylpyrrolidin-3-yl]-5-methylthiazole-4-carboxamide FC1=CC=C(C=C1)N1N=CC2=CC(=CC=C12)N1[C@@H]([C@H](CC1=O)NC(=O)C=1N=CSC1C)C1=CC=CC=C1